bis(2-ethylhexyl) E-1-adipate C(CCCCC(=O)OCC(CCCC)CC)(=O)OCC(CCCC)CC